N,N-dimethyl-1-(3-(5-(pyridin-2-ylethynyl)pyridin-2-yl)-1,2,4-oxadiazol-5-yl)propan-1-amine CN(C(CC)C1=NC(=NO1)C1=NC=C(C=C1)C#CC1=NC=CC=C1)C